C(C)(C)(C)C1=C(C=2C(=NC(=CN2)C2CCC[C@H]([C@@H](N2)COC2=NC(=NC(=C2)C2=C(C=CC=C2C)C)NS(=O)(=O)C=2C=C(C(=O)O)C=CC2)CC(C)C)N1C)CCOC 3-[[4-[[(2R,3S)-7-[6-tert-Butyl-7-(2-methoxyethyl)-5-methyl-pyrrolo[2,3-b]pyrazin-3-yl]-3-isobutyl-azepan-2-yl]methoxy]-6-(2,6-dimethylphenyl)pyrimidin-2-yl]sulfamoyl]benzoic acid